C(C1=CC=CC=C1)OC1=CC(=C(C=C1)B1OC(C(O1)(C)C)(C)C)CC 2-(4-(benzyloxy)-2-ethylphenyl)-4,4,5,5-tetramethyl-1,3,2-dioxaborolane